Cl.O1COC2=C1C=CC=C2O[C@H](CCNC)C2=CC=CC=C2 R-3-[(benzo[d][1,3]dioxolan-4-yl)-oxy]-N-methyl-3-phenylpropanamine hydrochloride